CC=CCCC=CCCO nonane-2,6-dien-9-ol